C1(CC1)C1=CC(=NN1)NC1=NC(=NC=C1)N1C[C@@H](CC1)N(C(OC(C)(C)C)=O)C tert-butyl N-[(3R)-1-[4-[(5-cyclopropyl-1H-pyrazol-3-yl) amino] pyrimidin-2-yl] pyrrolidin-3-yl]-N-methyl-carbamate